2-(6-methoxy-2-(2-methoxyimidazo[2,1-b][1,3,4]thiadiazol-6-yl)pyrazolo[1,5-a]pyridin-4-yloxy)acetic acid COC=1C=C(C=2N(C1)N=C(C2)C=2N=C1SC(=NN1C2)OC)OCC(=O)O